FC1=C(C(=CC=C1)F)CN1C(N(C(C2=C1SC(=C2CN(C)C)NC(=O)C=2C=CC(=NC2)C(=O)NC)=O)C=2N=NC(=CC2)OC)=O 5-N-{1-[(2,6-difluorophenyl)methyl]-5-[(dimethylamino)methyl]-3-(6-methoxypyridazin-3-yl)-2,4-dioxothieno[2,3-d]pyrimidin-6-yl}-2-N-methylpyridin-2,5-dicarboxamide